ClC1=CC=C(C=C1)C1=N[C@H](C=2N(C3=C1C(=C(S3)C)C)C(=NN2)C)CC(NCCOCCOCCOCCOCCOCCOCCOCCNC(OC(C)(C)C)=O)=O tert-Butyl (S)-(1-(4-(4-chlorophenyl)-2,3,9-trimethyl-6H-thieno[3,2-f][1,2,4]triazolo[4,3-a][1,4]diazepin-6-yl)-2-oxo-6,9,12,15,18,21,24-heptaoxa-3-azahexacosan-26-yl)carbamate